COC1=CC=C2C3=C(NC2=C1)C[C@H]1N(CC3)CCC1 (S)-9-methoxy-1,2,3,5,6,11,12,12a-octahydropyrrolo[1',2':1,2]azepino[4,5-b]indole